5-(2-fluorophenyl)-6-methyl-2,3-dihydro[1,3]thiazolo[4,5-b]pyridine FC1=C(C=CC=C1)C1=C(C=C2C(=N1)NCS2)C